4'-(4'-Hydroxyphenyl)benzophenon OC1=CC=C(C=C1)C1=CC=C(C=C1)C(C1=CC=CC=C1)=O